trimethylsilyl-propyl-methoxysilane C[Si](C)(C)[SiH](OC)CCC